3-(5-(trifluoromethyl)pyrimidin-2-yl)-3,8-diazabicyclo[3.2.1]octane FC(C=1C=NC(=NC1)N1CC2CCC(C1)N2)(F)F